2-(3-(benzyloxy)propyl)-4-cyclopropyl-1-methyl-1H-imidazo[4,5-d]thieno[3,2-b]pyridine C(C1=CC=CC=C1)OCCCC1=NC=2C(=C3C(=NC2C2CC2)C=CS3)N1C